N(=[N+]=[N-])[C@](C)(CC)C1=CN=C(C2=CN=C(C=C12)Cl)O[C@@H]1C[C@@H](C1)S(=O)(=O)CC 4-((R)-2-azidobut-2-yl)-6-chloro-1-(cis-3-(ethylsulfonyl)cyclobutoxy)-2,7-naphthyridine